CC1=CC=C(C=C1)C1=CC(=CC=2CNS(OC21)(=O)=O)C 8-(4-methylphenyl)-6-methyl-3,4-dihydrobenzo[e][1,2,3]oxathiazine 2,2-dioxide